N-(4-t-butylphenyl)naphthalene-1-amine C(C)(C)(C)C1=CC=C(C=C1)NC1=CC=CC2=CC=CC=C12